CN(CCN(C1=C(C=C(C(=C1)OC)NC1=NC=CC(=N1)N1C=NC2=C1C=CC(=C2)OC)[N+](=O)[O-])C)C N1-(2-(dimethylamino)ethyl)-5-methoxy-N4-(4-(5-methoxy-1H-benzo[d]imidazol-1-yl)pyrimidin-2-yl)-N1-methyl-2-nitrobenzene-1,4-diamine